FC=1C=C(C=C(C1)F)C1=NO[C@](C1)(C(=O)NC1CC(OC1)C(=O)O)C=C 4-[[(5S)-3-(3,5-difluorophenyl)-5-vinyl-4H-isoxazole-5-carbonyl]amino]tetrahydrofuran-2-carboxylic acid